7-fluoro-4-methyl-3,4-dihydro-1H-benzo[e][1,4]diazepine-2,5-dione FC1=CC2=C(NC(CN(C2=O)C)=O)C=C1